NC1=CC=C(C=C1)CCNC N-(4-aminophenylethyl)-N-methylamine